C[C@@H]1CC[C@@H](N(C1)C1=NC=CC=N1)C(=O)NC1=CC(=C(C=C1)C)C1=NC=CC=N1 (2R,5R)-5-methyl-N-(4-methyl-3-pyrimidin-2-ylphenyl)-1-pyrimidin-2-ylpiperidine-2-carboxamide